[Cl-].S1C=CC=2NC[C@@H]3[C@@H](C21)C[NH2+]C3 (5aS,8aR)-5,5a,6,7,8,8a-Hexahydro-4H-pyrrolo[3,4-d]thieno[3,2-b]pyridin-7-ium chloride